(4-Bromopyrimidin-2-yl)(tert-Butoxycarbonyl)carbamic acid tert-butyl ester C(C)(C)(C)OC(N(C(=O)OC(C)(C)C)C1=NC=CC(=N1)Br)=O